ClC=1N2C=C(C(=C2C=CC1)SC(F)(F)F)C#CCNC1=C(C=C(C(=O)NC)C=C1)OC 4-[(3-{5-chloro-1-[(trifluoromethyl)sulfanyl]indolizin-2-yl}prop-2-yn-1-yl)amino]-3-methoxy-N-methylbenzamide